C(CC)(=O)N[C@@H](CS)C(=O)O |r| racemic-N-propionylcysteine